C(CCCCCCCCC)C(CC(N)(C)C)OS(O)(=O)=O decyldimethyl-aminopropyl-sulfuric acid